CNC1=CC=C(C=N1)/C=C/C=C/C=1SC2=C(N1)C=CC(=C2)OCCCCCCNC(OC(C)(C)C)=O tert-butyl 6-(2-((1E,3E)-4-(6-(methylamino)pyridin-3-yl)buta-1,3-dienyl)benzo[d]thiazol-6-yloxy)hexyl-carbamate